CC1(OC2=C(N(C1)C1C(NC(CC1)=O)=O)C=CC=C2N2CCC(CC2)NC)C 3-[2,2-dimethyl-8-[4-(methylamino)-1-piperidyl]-3H-1,4-benzoxazin-4-yl]piperidine-2,6-dione